4-(2-chloroethyl)aniline ClCCC1=CC=C(N)C=C1